2,3-difluoro-5-iodo-pyridine FC1=NC=C(C=C1F)I